6-((2,6-dimethylpyrimidin-4-yl)amino)-N-ethoxy-4-((5-fluoro-4-methyl-2-(N-methylmethanesulfonamido)phenyl)amino)nicotinamide CC1=NC(=CC(=N1)NC1=NC=C(C(=O)NOCC)C(=C1)NC1=C(C=C(C(=C1)F)C)N(S(=O)(=O)C)C)C